CONC(C=C)=O N-methoxyacrylamide